Dinitroanisol COC1=CC=CC(=C1[N+](=O)[O-])[N+](=O)[O-]